C[C@@H]1O[C@@H](CN(C1)C=1OC2=CC=C(C=C2C(C1)=O)C)C 2-((2S,6R)-2,6-dimethylmorpholino)-6-methyl-4-oxo-4H-chromen